chloro-pentanone ClCC(CCC)=O